C(C)C1=CC2=C(C3=CC=CC=C3C(=C2C=C1)OCCCCCC)OCCCCCC 2-ethyl-9,10-dihexyloxyanthracene